ClC1=C(C=CC=C1OC)C1=NN(C2=NC(=CN=C21)N2CC1C(C1CC2)(C=2SC=C(N2)C)CNC(OCC2=CC=CC=C2)=O)C2OCCCC2 Benzyl ((3-(3-(2-chloro-3-methoxyphenyl)-1-(tetrahydro-2H-pyran-2-yl)-1H-pyrazolo[3,4-b]pyrazin-6-yl)-7-(4-methylthiazol-2-yl)-3-azabicyclo[4.1.0]heptan-7-yl)methyl)carbamate